bis(4-vinyl-phenyl)methane C(=C)C1=CC=C(C=C1)CC1=CC=C(C=C1)C=C